C(=O)[O-].FC(OC1=CC=C(C=C1)C1=CN=C2N1C=CN=C2NC2=CC(=C(C(=O)N1CCN(CC1)C(=O)N1CC(OCC1)C[N+](C)(C)C)C=C2)C)F [4-[4-[4-[[3-[4-(Difluoromethoxy)phenyl]imidazo[1,2-a]pyrazin-8-yl]amino]-2-methyl-benzoyl]piperazine-1-carbonyl]morpholin-2-yl]methyl-trimethyl-ammonium formate